C(C)(C)C1=NN(C(C=2N1C1=C(C2)SC(=C1)C)=O)CC(=O)OCC Ethyl 2-(5-isopropyl-2-methyl-8-oxothieno[2',3':4,5]pyrrolo[1,2-d][1,2,4]triazin-7(8H)-yl)acetate